3-(2,6-dichloropyridin-3-yl)-3-oxopropanoic acid ethyl ester C(C)OC(CC(=O)C=1C(=NC(=CC1)Cl)Cl)=O